O1C2=C(OCC1)C=C(C=C2)C=2C(=C(COC1=CC=C3C[C@H](NCC3=C1)C(=O)O)C=CC2)C (S)-7-((3-(2,3-dihydrobenzo[b][1,4]dioxin-6-yl)-2-methylbenzyl)oxy)-1,2,3,4-tetrahydroisoquinoline-3-carboxylic acid